menthoxy methyl ether COOC1CC(CCC1C(C)C)C